Propane di-hydroxide [OH-].[OH-].CCC